N4-Benzyl-2-Chloro-N1-(4-Chloro-3-(Pyridin-2-Yl)Phenyl)-N4-(2-Hydroxyethyl)-Terephthalamide C(C1=CC=CC=C1)N(C(C1=CC(=C(C(=O)NC2=CC(=C(C=C2)Cl)C2=NC=CC=C2)C=C1)Cl)=O)CCO